(1R,2S,5S)-N-((S)-1-cyano-2-((S)-2-oxopyrrolidin-3-yl)ethyl)-3-((S)-3,3-dimethyl-2-(methylsulfonylamino)butanoyl)-6,6-dimethyl-3-azabicyclo[3.1.0]hexane-2-carboxamide C(#N)[C@H](C[C@H]1C(NCC1)=O)NC(=O)[C@@H]1[C@H]2C([C@H]2CN1C([C@H](C(C)(C)C)NS(=O)(=O)C)=O)(C)C